CC1(OC2=CC(=CC=C2C=C1C=C)C=1C(=NN(C1C)CC)C)C 4-(2,2-dimethyl-3-vinyl-2H-chromen-7-yl)-1-ethyl-3,5-dimethyl-1H-pyrazole